[2-(2,3-epoxypropoxy)cyclohexyl]methane 3-[(tert-butyldiphenylsilyl)oxy]propylcarbamate [Si](C1=CC=CC=C1)(C1=CC=CC=C1)(C(C)(C)C)OCCCNC(O)=O.C(C1CO1)OC1C(CCCC1)C